(±)-2-Ethylhexyl alaninate N[C@@H](C)C(=O)OC[C@@H](CCCC)CC |&1:7|